2-((2-methylbenzyl)thio)quinoline CC1=C(CSC2=NC3=CC=CC=C3C=C2)C=CC=C1